(S)-4-(3-(methylamino)pyrrolidin-1-yl)-1-(o-tolyl)-7-(trifluoromethyl)quinazolin-2(1H)-one CN[C@@H]1CN(CC1)C1=NC(N(C2=CC(=CC=C12)C(F)(F)F)C1=C(C=CC=C1)C)=O